methyl 3-(bromomethyl)-4-chloro-2,3-dihydropyridine-2-carboxylate BrCC1C(N=CC=C1Cl)C(=O)OC